4-methyl-3-(2-(3-(4,4,5,5-tetramethyl-1,3,2-dioxaborolan-2-yl)phenyl)oxetan-2-yl)-4H-1,2,4-triazole CN1C(=NN=C1)C1(OCC1)C1=CC(=CC=C1)B1OC(C(O1)(C)C)(C)C